(S)-5-amino-3,4-dihydro-2H-pyrrole-2-carboxylic acid methyl ester hydrochloride Cl.COC(=O)[C@H]1N=C(CC1)N